8-((2s,5r)-2,5-dimethyl-4-(2-methyl-4-(trifluoromethoxy)benzyl)piperazin-1-yl)-5-methyl-6-oxo-5,6-dihydro-1,5-naphthyridine-2-carbonitrile C[C@@H]1N(C[C@H](N(C1)CC1=C(C=C(C=C1)OC(F)(F)F)C)C)C1=CC(N(C=2C=CC(=NC12)C#N)C)=O